N-[4-[(6,7-dimethoxy-1,5-naphthyridin-4-yl)oxy]-3-fluorophenyl]-5-(4-fluorophenyl)-4-oxo-1-[1-(trifluoromethyl)cyclopropyl]pyridine-3-carboxamide COC=1N=C2C(=CC=NC2=CC1OC)OC1=C(C=C(C=C1)NC(=O)C1=CN(C=C(C1=O)C1=CC=C(C=C1)F)C1(CC1)C(F)(F)F)F